CC1=C(C(=O)NCC2=CC=C(C=C2)NC(OCC2=CC=C(C=C2)Cl)=O)C=CC=N1 4-chlorobenzyl (4-((2-methylnicotinamido)meth-yl)phenyl)carbamate